5-(4-Fluorophenyl)-6-(2-methoxy-1,1-dimethyl-ethyl)-7-(6-methylsulfonyl-3-pyridyl)-1H-pyrrolo[2,3-f]indazole FC1=CC=C(C=C1)N1C(=C(C2=C1C=C1C=NNC1=C2)C=2C=NC(=CC2)S(=O)(=O)C)C(COC)(C)C